4-trifluoromethyl-2,3,5,6-tetrafluoroaniline FC(C1=C(C(=C(N)C(=C1F)F)F)F)(F)F